2,4-di-(α,α-dimethylbenzyl)phenol CC(C1=CC=CC=C1)(C)C1=C(C=CC(=C1)C(C1=CC=CC=C1)(C)C)O